tert-butyl (2-(4-acetylphenyl)-7,7-dimethyl-1,3-dioxo-2,3,5,12b-tetrahydro-1H,7H-chromeno[4,3-c][1,2,4]triazolo[1,2-a]pyridazin-10-yl)(methyl)carbamate C(C)(=O)C1=CC=C(C=C1)N1C(N2N(CC=C3C2C=2C=CC(=CC2OC3(C)C)N(C(OC(C)(C)C)=O)C)C1=O)=O